2,2-difluoro-1-[4-(4,4,5,5-tetramethyl-1,3,2-dioxaborolan-2-yl)phenyl]ethanol FC(C(O)C1=CC=C(C=C1)B1OC(C(O1)(C)C)(C)C)F